para-ethoxytoluene C(C)OC1=CC=C(C)C=C1